C1(CC1)C1=CN=C(N=N1)N[C@@H]1C[C@H](CC1)NC1=CC=C(C=N1)C=1C(N(C=CC1)C)=O 6'-(((1S,3S)-3-((6-Cyclopropyl-1,2,4-triazin-3-yl)amino)cyclopentyl)amino)-1-methyl-[3,3'-bipyridin]-2(1H)-one